BrC1=CC=C(C=C1)S1(=NCCC1)=O (4-bromophenyl)-1λ6-5H,4H,3H-1,2-thiazol-1-one